5-(((4-(((2-acetamidoethyl)amino)methyl)-7-((2-methyl-[1,1'-biphenyl]-3-yl)methoxy)-2,3-dihydro-1H-inden-5-yl)oxy)methyl)nicotinamide C(C)(=O)NCCNCC1=C2CCCC2=C(C=C1OCC=1C=NC=C(C(=O)N)C1)OCC=1C(=C(C=CC1)C1=CC=CC=C1)C